CC=1C(=NC=CC1)C1=C(C(=NC=2C=C(CCC12)C1=C(N=CS1)C)N1CC2(CN(C2)C(C=C)=O)CC1)C#N (P)-4-(3-methyl-2-pyridinyl)-7-(4-methyl-1,3-thiazol-5-yl)-2-(2-(2-propenoyl)-2,6-diazaspiro[3.4]octan-6-yl)-5,6-dihydro-3-quinolinecarbonitrile